C(C)(C)(C)OC(=O)N1CCC(CC1)C=1C=C2C=CN(C2=CC1)C1C(NC(CC1)=O)=O 4-[1-(2,6-dioxo-3-piperidyl)indol-5-yl]piperidine-1-carboxylic acid tert-butyl ester